C(#N)C1(CC1)NS(=O)(=O)C=1C=C2C(=NC(=NC2=C(C1)N1C[C@H](N[C@H](C1)C)C)C)C=1SC(=NN1)C(F)F N-(1-cyanocyclopropyl)-4-(5-(difluoromethyl)-1,3,4-thiadiazol-2-yl)-8-((3R,5S)-3,5-dimethylpiperazin-1-yl)-2-methylquinazoline-6-sulfonamide